4-[(6-Bromo-2-pyridinyl)oxymethyl]-3-fluoro-benzonitrile BrC1=CC=CC(=N1)OCC1=C(C=C(C#N)C=C1)F